2-(difluoromethyl)-4-methylsulfonyl-N-prop-2-ynyl-aniline FC(C1=C(NCC#C)C=CC(=C1)S(=O)(=O)C)F